ClC1=C(C=C(OCCCC2=C(N(C3=C(C=CC=C23)C=2C(=NN(C2C)C)C)CCCOCCOC2=C3C(N(C(C3=CC=C2)=O)C2C(NC(CC2)=O)=O)=O)C(=O)O)C=C1C)C 3-(4-chloro-3,5-dimethylphenoxypropyl)-1-(3-(2-((2-(2,6-dioxopiperidin-3-yl)-1,3-dioxoisoindolin-4-yl)oxy)ethoxy)propyl)-7-(1,3,5-trimethyl-1H-pyrazol-4-yl)-1H-indole-2-carboxylic acid